(R)-(1-(2,6-difluorophenyl)-8-methyl-3-(3-methyl-1,2,4-thiadiazol-5-yl)-5,6-dihydroimidazo[1,5-a]Pyrazin-7(8H)-yl)(4-fluorophenyl)methanone FC1=C(C(=CC=C1)F)C=1N=C(N2C1[C@H](N(CC2)C(=O)C2=CC=C(C=C2)F)C)C2=NC(=NS2)C